N-(2-(furan-2-yl)-5-((methylamino)methyl)phenyl)thiophene-2-sulfonamide O1C(=CC=C1)C1=C(C=C(C=C1)CNC)NS(=O)(=O)C=1SC=CC1